benzyl 3-(2-tert-butoxycarbonylhydrazino)piperidine-1-carboxylate C(C)(C)(C)OC(=O)NNC1CN(CCC1)C(=O)OCC1=CC=CC=C1